8-(dimethylamino)-3-(4-(2,2,2-trifluoroethoxy)phenyl)-2-(trifluoromethyl)-4H-pyrido[1,2-a]pyrimidin-4-one CN(C1=CC=2N(C(C(=C(N2)C(F)(F)F)C2=CC=C(C=C2)OCC(F)(F)F)=O)C=C1)C